C(#N)[C@H]1C[C@H](C1)N1C2=NC(=NC=C2N(C1=O)C)NC1=CC(=C(C(=O)N)C=C1C)F 4-((9-(cis-3-cyanocyclobutyl)-7-methyl-8-oxo-8,9-dihydro-7H-purin-2-yl)amino)-2-fluoro-5-methylbenzamide